2-(p-dimethylaminophenyl)benzimidazole CN(C1=CC=C(C=C1)C=1NC2=C(N1)C=CC=C2)C